4-chloroisoindol-1-one ClC1=C2C=NC(C2=CC=C1)=O